N-(3-methyl-4-{5H,6H,8H-[1,2,4]triazolo[1,5-a]pyrazin-7-ylmethyl}phenyl)-6-(piperazin-1-yl)pyrido[3,2-d]pyrimidin-4-amine CC=1C=C(C=CC1CN1CC=2N(CC1)N=CN2)NC=2C1=C(N=CN2)C=CC(=N1)N1CCNCC1